2,3-dihydroxypropyl monoallyl ether C(C=C)OCC(CO)O